[Na+].C(C1=CC(O)=C(O)C(O)=C1)(=O)[O-] gallate sodium salt